2,8-dimethyl-1,6-naphthyridine-3-carboxamide CC1=NC2=C(C=NC=C2C=C1C(=O)N)C